2-AMINO-4-CHLORO-6-OXO-1H-PYRIMIDINE-5-CARBALDEHYDE NC=1NC(C(=C(N1)Cl)C=O)=O